5-chloro-2-{2,8-dimethylimidazo[1,2-b]pyridazin-6-yl}-6-[(3S,5S)-3,5-dimethylpiperazin-1-yl]-1,8-naphthyridine ClC1=C2C=CC(=NC2=NC=C1N1C[C@@H](N[C@H](C1)C)C)C=1C=C(C=2N(N1)C=C(N2)C)C